[C@H]12COC[C@@H]2C1NC(=O)C=1C=C(C2=C([C@H](CO2)C2=C3C=CNC3=CC=C2)C1)C(=O)NC |o1:14| (R*)-N5-((1R,5S,6r)-3-Oxabicyclo[3.1.0]hexan-6-yl)-3-(1H-indol-4-yl)-N7-methyl-2,3-dihydrobenzofuran-5,7-dicarboxamid